1-(1-acetylpiperidin-4-yl)-3-(2-(difluoromethoxy)-6-methylpyridin-3-yl)-1-(2-isopropylphenyl)urea C(C)(=O)N1CCC(CC1)N(C(=O)NC=1C(=NC(=CC1)C)OC(F)F)C1=C(C=CC=C1)C(C)C